ethyl 3-(3,4-dichlorophenyl)-2,2-difluoro-3-hydroxypropionate ClC=1C=C(C=CC1Cl)C(C(C(=O)OCC)(F)F)O